(S)-tert-butyl 3-(((2S,3R,4R,5S)-3,4,5-tris(benzyloxy)-2-((benzyloxy)methyl) piperidin-1-yl)methyl)piperidine-1-carboxylate C(C1=CC=CC=C1)O[C@@H]1[C@@H](N(C[C@@H]([C@H]1OCC1=CC=CC=C1)OCC1=CC=CC=C1)C[C@H]1CN(CCC1)C(=O)OC(C)(C)C)COCC1=CC=CC=C1